rac-(3R,4R)-4-amino-1-cyclopropylmethyl-piperidine-3-carboxylic acid (1-pyrimidin-2-yl-cyclopropyl)-amide, dihydrochloride Cl.Cl.N1=C(N=CC=C1)C1(CC1)NC(=O)[C@@H]1CN(CC[C@H]1N)CC1CC1 |r|